bis(mercaptoethyl) sulfide SCCSCCS